FC=1C=C(C=C(C1)F)[C@H]1N(OCC1)C(=O)[C@@H]1CC[C@H](CC1)CC=1C=CC(=C(C(=O)N)C1)C trans-5-[[4-[(3S)-3-(3,5-difluorophenyl)isoxazolidine-2-carbonyl]cyclohexyl]methyl]-2-methyl-benzamide